cerium-silver [Ag].[Ce]